3-(3-(4-(1-(4-(Methylamino)piperidin-1-yl)ethyl)phenyl)-5-phenyl-3H-imidazo[4,5-b]pyridin-2-yl)pyridin-2-amine CNC1CCN(CC1)C(C)C1=CC=C(C=C1)N1C(=NC=2C1=NC(=CC2)C2=CC=CC=C2)C=2C(=NC=CC2)N